NC=1C(=CC2=C(OC(O2)(F)F)C1)CO (6-Amino-2,2-difluorobenzo[d][1,3]dioxolan-5-yl)methanol